FC=1C(=NC=C(C1)F)OCC1[C@H]2CN(C[C@@H]12)C1=CN=C2C(=N1)N(N=C2)C2COC2 6-((1R,5S,6r)-6-(((3,5-difluoropyridin-2-yl)oxy)methyl)-3-azabicyclo[3.1.0]Hexane-3-yl)-1-(oxetan-3-yl)-1H-pyrazolo[3,4-b]Pyrazine